1-[2-(azetidin-1-yl)pyrimidin-4-yl]methanamine N1(CCC1)C1=NC=CC(=N1)CN